COC1=CC=C(C=C1)C1(CC1)C#N 1-(4-methoxyphenyl)cyclopropane-1-carbonitrile